1-(3,4-Dimethoxy-5-nitrophenyl)ethanone COC=1C=C(C=C(C1OC)[N+](=O)[O-])C(C)=O